3-(4-chloro-2,6-difluorophenyl)-3,4-dihydroquinazolin ClC1=CC(=C(C(=C1)F)N1C=NC2=CC=CC=C2C1)F